8-((3R,4R)-4-(3,4-Difluorophenoxy)-3-methylpiperidin-1-yl)-5-methyl-6-oxo-5,6-dihydro-1,5-naphthyridin-2-carbonitril FC=1C=C(O[C@H]2[C@@H](CN(CC2)C2=CC(N(C=3C=CC(=NC23)C#N)C)=O)C)C=CC1F